(tert-butoxycarbonyl)[((tert-butoxycarbonyl)amino)amino]-2-(3-hydroxycyclobutyl)acetate C(C)(C)(C)OC(=O)C(C(=O)[O-])(C1CC(C1)O)NNC(=O)OC(C)(C)C